C(C)OC(C=C)=O.C(C=C)(=O)O Acrylic Acid Ethyl-Acrylate